FC(C)(F)C=1C=CC=2N(C1)C(=C(N2)N2CC1=CC=C(C=C1C2=O)C2(CC2)C#N)S(=O)(=O)CC 1-[2-[6-(1,1-difluoroethyl)-3-ethylsulfonyl-imidazo[1,2-a]pyridin-2-yl]-3-oxo-isoindolin-5-yl]cyclopropanecarbonitrile